tert-butyl 4-(((6aR,8R)-2-chloro-6a-ethyl-5,6,6a,7,8,9-hexahydropyrrolo[1',2':4,5]-pyrazino[2,3-c]pyridazin-8-yl)amino)piperidine-1-carboxylate ClC=1C=C2C(=NN1)NC[C@@]1(N2C[C@@H](C1)NC1CCN(CC1)C(=O)OC(C)(C)C)CC